COC(C(CC(C)=O)C)=S L-β-acetylthioisobutyric acid methyl ester